(S)-3-(3-fluoro-3-(4-(5,6,7,8-tetrahydro-1,8-naphthyridin-2-yl)butyl)azetidin-1-yl)-3-(quinolin-3-yl)propionic acid FC1(CN(C1)[C@@H](CC(=O)O)C=1C=NC2=CC=CC=C2C1)CCCCC1=NC=2NCCCC2C=C1